Butanediol Bisthioglycolate C(CS)(=O)OC(CCC)OC(CS)=O